2-amino-2-((S)-1-benzylpyrrolidin-3-yl)-6-boronohexanoic acid NC(C(=O)O)(CCCCB(O)O)[C@@H]1CN(CC1)CC1=CC=CC=C1